2,6-dimethyl-3,3-dimethoxymethylheptane CC(C)C(CCC(C)C)(COC)COC